ClC=1C=CC2=C(OC(CO2)COC2=CC=C(C=C2)C(CC(=O)OC)C#CC)C1 methyl 3-(4-((7-chloro-2,3-dihydrobenzo[b][1,4]dioxin-2-yl) methoxy) phenyl)-4-hexynoate